S1C=C(C=C1)C1COC1 3-(Thiophen-3-yl)oxetan